3-(2,3-dioxo-4-((5-phenyl-1,3,4-thiadiazol-2-yl)methyl)piperazin-1-yl)cyclobutane-1-carbonitrile O=C1N(CCN(C1=O)CC=1SC(=NN1)C1=CC=CC=C1)C1CC(C1)C#N